COC(C(NS(=O)(=O)C(N(CC)CC)=S)NS(=O)(=O)C(N(CC)CC)=S)=O 2,2-bis(diethylthiocarbamoylsulfonamido)acetic acid methyl ester